ClC=1C=CC=2N(C1)N=CC2S(=O)(=O)Cl 6-chloro-pyrazolo[1,5-a]pyridine-3-sulfonyl chloride